(2S,4r)-1-[(2S)-2-(4-cyclopropyltriazol-1-yl)-3,3-dimethyl-butyryl]-4-hydroxy-N-[3-(phenoxymethyl)cyclobutyl]pyrrolidine-2-carboxamide C1(CC1)C=1N=NN(C1)[C@H](C(=O)N1[C@@H](C[C@H](C1)O)C(=O)NC1CC(C1)COC1=CC=CC=C1)C(C)(C)C